FC(CCC(C(=O)OCC(C)(C)C)C(C(=O)OCC(C)(C)C)C)(F)F dineopentyl 2-(3,3,3-trifluoropropyl)-3-methylsuccinate